(R)-3-(6-hydroxy-1-oxo-3,5,6,7-tetrahydrocyclopenta[f]isoindol-2(1H)-yl)piperidine-2,6-dione OC1CC=2C(=CC=3C(N(CC3C2)[C@H]2C(NC(CC2)=O)=O)=O)C1